trans-(1R,2R)-N,N'-Bismethyl-1,2-cyclohexanediamine HCl CN[C@@H]1CCCC[C@H]1NC.Cl.Cl